2,4-di-fluorotoluene FC1=C(C)C=CC(=C1)F